2-(phenoxymethyl)benzimidazole O(C1=CC=CC=C1)CC=1NC2=C(N1)C=CC=C2